tert-butyl 5-(1-(tert-butoxycarbonyl)-1,2,3,6-tetrahydropyridin-4-yl)-2-(2-((tert-butoxycarbonyl) amino) pyridin-4-yl)-3-ethyl-1H-indole-1-carboxylate C(C)(C)(C)OC(=O)N1CCC(=CC1)C=1C=C2C(=C(N(C2=CC1)C(=O)OC(C)(C)C)C1=CC(=NC=C1)NC(=O)OC(C)(C)C)CC